O=C(CN(CC(=O)NCCCCCC(=O)O)CC(=O)NCCO[C@@H]1[C@@H](O)[C@@H](O)[C@H](O)[C@H](O1)CO)NCCO[C@@H]1[C@@H](O)[C@@H](O)[C@H](O)[C@H](O1)CO 6-(2-{bis[2-oxo-2-({2-[(α-D-mannopyranosyl)oxy]ethyl}amino)ethyl]amino}acetamido)hexanoic Acid